FC1=C(C=CC=C1)C#CC=1C=C2CCC(C2=CC1)N1CC(C1)(O)C 1-[5-[2-(2-fluorophenyl)ethynyl]indan-1-yl]-3-methyl-azetidin-3-ol